N-methyl-N-[(2R,4R)-2-methylpiperidin-4-yl]-6-[7-(prop-1-en-2-yl)-3H-1,2,3-benzotriazol-4-yl]pyridazin-3-amine CN(C=1N=NC(=CC1)C1=CC=C(C=2N=NNC21)C(=C)C)[C@H]2C[C@H](NCC2)C